potassium tertiary butanol C(C)(C)(C)O.[K]